1-phenyl-5-methyl-N'-(1-(2-furyl)methylene)-1H-pyrazole-4-carboxylic acid hydrazide C1(=CC=CC=C1)N1N=CC(=C1C)C(=O)NN=CC=1OC=CC1